5-ethynyl-6-fluoro-4-(8-fluoro-2-(((2R,7aS)-2-fluorotetrahydro-1H-pyrrolizin-7a(5H)-yl)methoxy)-4-(6-methoxy-6-methyl-1,4-oxazepan-4-yl)pyrido[4,3-d]pyrimidin-7-yl)naphthalen-2-ol C(#C)C1=C2C(=CC(=CC2=CC=C1F)O)C1=C(C=2N=C(N=C(C2C=N1)N1CCOCC(C1)(C)OC)OC[C@]12CCCN2C[C@@H](C1)F)F